NC=1C=C(C(=O)NCC2=CC=C(C=C2)S(=O)(=O)CC)C=CC1NCC1=C(C(=CC=C1)OC)F 3-amino-N-(4-(ethylsulfonyl)benzyl)-4-((2-fluoro-3-methoxybenzyl)amino)benzamide